(S)-2,2-dimethyl-N-(5-azaspiro[2.4]hept-7-yl)-3-((3-(trifluoromethyl)pyridin-2-yl)oxy)propanamide CC(C(=O)N[C@@H]1CNCC12CC2)(COC2=NC=CC=C2C(F)(F)F)C